7-(p-tolyl)-1H-indole-2-carboxylic acid C1(=CC=C(C=C1)C=1C=CC=C2C=C(NC12)C(=O)O)C